ethyl {3-[(1R)-1-{[6-(dimethylphosphoryl)-2-methylpyrido[3,4-d]pyrimidin-4-yl]amino}ethyl]-2-fluorophenyl}(difluoro)acetate CP(=O)(C)C1=CC2=C(N=C(N=C2N[C@H](C)C=2C(=C(C=CC2)C(C(=O)OCC)(F)F)F)C)C=N1